(2,6-Dichloropyridin-4-yl)methyl ethylglycinate hydrochloride Cl.C(C)NCC(=O)OCC1=CC(=NC(=C1)Cl)Cl